bis(2-ethyl-4-(4-methoxy-phenyl)-indenyl)zirconium dichloride [Cl-].[Cl-].C(C)C=1C(C2=CC=CC(=C2C1)C1=CC=C(C=C1)OC)[Zr+2]C1C(=CC2=C(C=CC=C12)C1=CC=C(C=C1)OC)CC